CC(=C(C=O)C1=CC=CC=C1)CCC METHYLPHENYLHEXENAL